(RS)-6-(tert-Butyl)-2-methoxy-3-(3-methoxypropoxy)-9-oxo-9,10-dihydro-6H-pyrano[3,2-b:4,5-b']dipyridine-8-carbonitrile C(C)(C)(C)[C@H]1OC=2C(=NC(=C(C2)OCCCOC)OC)C=2NC(C(=CC21)C#N)=O |r|